2-(azetidin-3-ylamino)ethyl 6-[6-[5-(6-methyl-2-pyridyl)-1H-imidazol-4-yl]-3-quinolyl]pyridine-3-carboxylate CC1=CC=CC(=N1)C1=C(N=CN1)C=1C=C2C=C(C=NC2=CC1)C1=CC=C(C=N1)C(=O)OCCNC1CNC1